CC1=CNC2=NC=C(C=C21)C=2C=C1CCN(C(C1=C(C2)[C@H]2N(CCOC2)C(=O)[O-])C(C)(C)C)C(=O)[C@@H]2COCC2 (R)-3-[6-(3-methyl-1H-pyrrolo[2,3-b]pyridin-5-yl)-2-[(S)-tetrahydrofuran-3-carbonyl]-tert-butyl 1,2,3,4-tetrahydroisoquinolin-8-yl]morpholine-4-carboxylate